NC1=C(C(=NC=2N1N=C(C2Cl)C)NCCC2=NN(CC2)CCOC)C#N 7-amino-3-chloro-5-((2-(1-(2-methoxyethyl)-4,5-dihydro-1H-pyrazol-3-yl)ethyl)amino)-2-methylpyrazolo[1,5-a]pyrimidine-6-carbonitrile